N-((S)-1-cycloheptyl-2-((2,3-difluoro-4-((2S,3R)-4-(4-methylpiperazin-1-yl)-4-oxo-3-propionamidobutan-2-yl)phenyl)amino)-2-oxoethyl)-1-ethyl-1H-pyrazole-5-carboxamide C1(CCCCCC1)[C@@H](C(=O)NC1=C(C(=C(C=C1)[C@H](C)[C@H](C(=O)N1CCN(CC1)C)NC(CC)=O)F)F)NC(=O)C1=CC=NN1CC